hydroxymethylbenzoinsulfonate OCOS(=O)(=O)C=1C(=CC=CC1)C(=O)C(O)C1=CC=CC=C1